C(C)(C)(C)OC(=O)N[C@H](COC=1C=C(C=2CCCC2C1C)C(=O)OCC)C ethyl 6-[(2S)-2-(tert-butoxycarbonylamino)propoxy]-7-methyl-indane-4-carboxylate